zinc divinylacetate C(=C)C(C(=O)[O-])C=C.[Zn+2].C(=C)C(C(=O)[O-])C=C